5-fluoro-2-(2-((2-(2-methyl-1H-imidazol-1-yl)pyridin-4-yl)oxy)ethoxy)benzonitrile FC=1C=CC(=C(C#N)C1)OCCOC1=CC(=NC=C1)N1C(=NC=C1)C